tert-butyl N-[3-[[3-(benzyloxycarbonylamino)-2-hydroxypropyl]amino]propyl]carbamate C(C1=CC=CC=C1)OC(=O)NCC(CNCCCNC(OC(C)(C)C)=O)O